N(=C=O)CO[Si](OC)(C)C Isocyanato-methyl-methyldimethoxysilan